tert-butyl rac-(2R,5S)-2-[methoxy(methyl)carbamoyl]-5-methyl-piperidine-1-carboxylate CON(C(=O)[C@@H]1N(C[C@H](CC1)C)C(=O)OC(C)(C)C)C |r|